copper(i) trifluoromethanesulfinate FC(S(=O)[O-])(F)F.[Cu+]